FC=1C=C(C=C(C1)B1OC(C(O1)(C)C)(C)C)CNC([O-])=O N-((3-fluoro-5-(4,4,5,5-tetramethyl-1,3,2-dioxaborolan-2-yl) Phenyl)methyl)carbamate